6-(8-(benzo[d]thiazol-2-ylcarbamoyl)-3,4-dihydroisoquinolin-2(1H)-yl)-3-(1-benzyl-5-methyl-1H-pyrazol-4-yl)picolinic acid S1C(=NC2=C1C=CC=C2)NC(=O)C=2C=CC=C1CCN(CC21)C2=CC=C(C(=N2)C(=O)O)C=2C=NN(C2C)CC2=CC=CC=C2